COC1=CC=C(CN2CCOC3=C([C@H]2C)C=CC(=C3)C(=O)OCC)C=C1 Ethyl (R)-4-(4-methoxybenzyl)-5-methyl-2,3,4,5-tetrahydrobenzo[f][1,4]oxazepine-8-carboxylate